(S)-6-(2-aminopropyl)-7-methoxy-N-(thiophen-2-ylmethyl)thieno[3,2-c]pyridazin-4-amine N[C@H](CC1=C(C=2N=NC=C(C2S1)NCC=1SC=CC1)OC)C